[2-(aminomethyl)-3,3-difluoro-allyl]-4-[[3-[6-(dimethylamino)-3-pyridinyl]phenyl]methyl]-1,2,4-triazol-3-one trifluoroacetate salt FC(C(=O)O)(F)F.NCC(CC=1N(C(NN1)=O)CC1=CC(=CC=C1)C=1C=NC(=CC1)N(C)C)=C(F)F